3',5'-dimethoxybenzidine COC=1C=C(C2=CC=C(N)C=C2)C=C(C1N)OC